ClC1=C2C(=NC=C1)C(=C(N2)C2=CC(=NC=C2)NC([C@H](CC(F)F)C2=CC=C(C=C2)F)=O)C2=NC=CC=C2 |r| (2RS)-N-{4-[7-chloro-3-(pyridin-2-yl)-1H-pyrrolo[3,2-b]pyridin-2-yl]pyridin-2-yl}-4,4-difluoro-2-(4-fluorophenyl)butanamide